NC1=CC=C(C(=C1C(=O)N(C)C)F)C=1C(=C2C(=NC1)NC[C@]21C[C@H](CC1)N1N=CN=C1N)Cl |r| 6-Amino-3-((1RS,3SR)-3-(5-amino-1H-1,2,4-triazol-1-yl)-4'-chloro-1',2'-dihydrospiro[cyclopentane-1,3'-pyrrolo[2,3-b]pyridin]-5'-yl)-2-fluoro-N,N-dimethylbenzamide